C1(=C(C(=C(C2=C(C3=CC=CC=C3C=C12)[2H])[2H])[2H])[2H])[2H] anthracene-d5